COC1=CC=C(COC=2N=CC(=NC2)N)C=C1 5-((4-Methoxybenzyl)oxy)pyrazin-2-amine